C(#N)C1=CC(=CC=2N=C(OC21)C=2C(=C(C=CC2)C2=C(C(=CC=C2)C=2SC=1CN(CCC1N2)C)C)C)CN2C[C@@H](CC2)C(=O)O (R)-1-((7-cyano-2-(2,2'-dimethyl-3'-(5-methyl-4,5,6,7-tetrahydrothiazolo[5,4-c]pyridin-2-yl)-[1,1'-biphenyl]-3-yl)benzo[d]oxazol-5-yl)methyl)pyrrolidine-3-carboxylic acid